C1C[C@H](C12CCCC2)N (3R)-spiro[3.4]octan-3-amine